2-amino-1-(3,4-dihydrobenzo[b][1,4]oxazepin-5(2H)-yl)ethan-1-one NCC(=O)N1C2=C(OCCC1)C=CC=C2